4,7-bis(4-(diethylamino)phenyl)benzo[C][1,2,5]thiadiazole-5,6-diamine C(C)N(C1=CC=C(C=C1)C1=C(C(=C(C2=NSN=C21)C2=CC=C(C=C2)N(CC)CC)N)N)CC